ClC=1C(=C(C=CC1)NC=1C(=NN2C1C(NCC2)=O)C2=C1C(=NC=C2)NN=C1)OC 3-[(3-chloro-2-methoxyphenyl)amino]-2-[1H-pyrazolo[3,4-b]pyridin-4-yl]-5H,6H,7H-pyrazolo[1,5-a]pyrazin-4-one